ClC1=C(C(=CC=C1)Cl)C#CC=1C=C2CCC(C2=CC1)N1CC2(C1)CC(C2)C(=O)OC methyl 2-[5-[2-(2,6-dichlorophenyl)ethynyl]indan-1-yl]-2-azaspiro[3.3]-heptane-6-carboxylate